ClC=1C(=CC(=C(C1)C=1C(=C2N(N1)CCC2)C=2C=C1C=NNC1=CC2)F)F 5-(2-(5-Chloro-2,4-difluorophenyl)-5,6-dihydro-4H-pyrrolo[1,2-b]pyrazol-3-yl)-1H-indazole